7-(3-methyl-3-(4-methylpiperazin-1-yl)but-1-yn-1-yl)-6-nitroquinazolin-4-ol CC(C#CC1=C(C=C2C(=NC=NC2=C1)O)[N+](=O)[O-])(C)N1CCN(CC1)C